OC[C@@]1(OC2=C(C1)C=C(C(=C2)N2[C@H]1CO[C@@H](C2)C1)NC(=O)C=1C=NN2C1N=CC=C2)C N-[(2R)-2-(hydroxymethyl)-2-methyl-6-[(1R,4R)-2-oxa-5-azabicyclo[2.2.1]heptan-5-yl]-3H-benzofuran-5-yl]pyrazolo[1,5-a]pyrimidine-3-carboxamide